acetoxime p-methoxybenzoate COC1=CC=C(C(=O)O)C=C1.CC(C)=NO